ClC1=C(C(=CC=C1)C)NC(=O)C1=CN=C(S1)NC1=NC(=NC(=C1)N1CCC(CC1)N(C)CC=1N=NC(=CC1)N1C(NC(CC1)=O)=O)C N-(2-chloro-6-methylphenyl)-2-((6-(4-(((6-(2,4-dioxotetrahydropyrimidin-1(2H)-yl)pyridazin-3-yl)methyl)(methyl)amino)piperidin-1-yl)-2-methylpyrimidin-4-yl)amino)thiazole-5-carboxamide